NCCCCNC(=O)C=1OC(=CC1C)C#CCN N-(4-aminobutyl)-5-(3-aminoprop-1-yn-1-yl)-3-methylfuran-2-carboxamide